N-((2R,3R,4R,5R,6R)-2-ethynyl-4,5-dihydroxy-6-(hydroxymethyl)tetrahydro-2H-pyran-3-yl)acetamide C(#C)[C@H]1O[C@@H]([C@@H]([C@@H]([C@H]1NC(C)=O)O)O)CO